Fmoc-amine C(=O)(OCC1C2=CC=CC=C2C2=CC=CC=C12)N